7-(5-(5-(8-hydroxy-8-(trifluoromethyl)-3-azabicyclo[3.2.1]octan-3-yl)-1,3,4-thiadiazol-2-yl)-4-(isopropylamino)pyridin-2-yl)pyrrolo[1,2-b]pyridazine-3-carbonitrile OC1(C2CN(CC1CC2)C2=NN=C(S2)C=2C(=CC(=NC2)C2=CC=C1N2N=CC(=C1)C#N)NC(C)C)C(F)(F)F